3,3',3''-[1,4,7-triazonane-1,4,7-triyltris(methylene)]tris[N-(1,2-dihydroxyethyl)-2-hydroxy-5-methyl-benzamide] N1(CCN(CCN(CC1)CC=1C(=C(C(=O)NC(CO)O)C=C(C1)C)O)CC=1C(=C(C(=O)NC(CO)O)C=C(C1)C)O)CC=1C(=C(C(=O)NC(CO)O)C=C(C1)C)O